C(C)C1(COC1)NC1=C(C=C(C=C1C)N1CC2=CC=C(C=C2CC1)F)C 3-ethyl-N-(4-(6-Fluoro-3,4-dihydroisoquinolin-2(1H)-yl)-2,6-dimethylphenyl)oxetan-3-amine